ClC1=CC=C(C(=C1C1=C(C(=NC(=N1)NC1=CC(=C(C=C1)OCCCN1CCOCC1)C)OC)C(=O)N)C)O (6-chloro-3-hydroxy-2-methylphenyl)-4-methoxy-2-((3-methyl-4-(3-morpholinopropoxy)phenyl)amino)pyrimidine-5-carboxamide